FC=1C=C(C=C(C1)F)CC(=O)NC1=NNC(=C1)[C@@H]1C[C@@H](CC1)N(C([O-])=O)CC(F)F (1R,3S)-3-(3-{[(3,5-difluorophenyl)acetyl]-amino}-1H-pyrazol-5-yl)cyclopentyl(2,2-difluoroethyl)carbamate